[(3-chloro-2-methoxyphenyl)amino]-2-(3-{2-[(3S)-4-(prop-2-enoyl)morpholin-3-yl]ethynyl}pyridine-4-yl)-1H,5H,6H,7H-pyrrolo[3,2-c]pyridin-4-one ClC=1C(=C(C=CC1)NN1C(=CC=2C(NCCC21)=O)C2=C(C=NC=C2)C#C[C@@H]2N(CCOC2)C(C=C)=O)OC